S1C=NC=C1C=1C=C(C(=NC1)C=1SC=2N=C(SC2N1)N(C1CCNCC1)C)O 5-(Thiazol-5-yl)-2-{5-[methyl(piperidin-4-yl)amino][1,3]thiazolo[5,4-d][1,3]thiazol-2-yl}pyridin-3-ol